3-(4-bromophenyl)-1-(2-(phenylethynyl)phenyl)prop-2-yn-1-one BrC1=CC=C(C=C1)C#CC(=O)C1=C(C=CC=C1)C#CC1=CC=CC=C1